alpha-methylbenzylbutylmethylamine CC(CCC)N(C)CC1=CC=CC=C1